Octyl-3-(3,5-di-tert-butyl-4-hydroxyphenyl)propanoat C(CCCCCCC)OC(CCC1=CC(=C(C(=C1)C(C)(C)C)O)C(C)(C)C)=O